C(C)OP(OCC)(=O)COS(=O)(=O)C1=CC=C(C)C=C1.CC1=CC=C(C=C1)NC1=CC=C(C=2C(C3=CC=CC=C3C(C12)=O)=O)NC1=CC=C(C=C1)C 1,4-bis(4-methylphenyl)aminoanthraquinone diethyl-(tosyloxy)methylphosphonate